P(=O)([O-])([O-])[O-].[Fe+2].[Al+3].[Li+].P(=O)([O-])([O-])[O-] lithium-aluminum iron phosphate